C(C1=CC=CC=C1)(=O)C1=C(N(C(=C1)C(F)(F)F)C1=CC=C(C#N)C=C1)C1=CC=CC=C1 4-(3-benzoyl-2-phenyl-5-(trifluoromethyl)-1H-pyrrol-1-yl)benzonitrile